6-methyl-heptan-1-ol CC(CCCCCO)C